2-ethyl-maleimide C(C)C=1C(=O)NC(C1)=O